methyl 2-(benzhydrylideneamino)-2-(7-fluoro-4-oxo-pyrido[1,2-a]pyrimidin-2-yl)acetate C(C1=CC=CC=C1)(C1=CC=CC=C1)=NC(C(=O)OC)C=1N=C2N(C(C1)=O)C=C(C=C2)F